4-chloro-5-methyl-pyrazole ClC=1C=NNC1C